diphenyliodonium hydrochloride Cl.C1(=CC=CC=C1)[I+]C1=CC=CC=C1